O=C1N(C(C2=CC=CC=C12)=O)[C@]12OCC[C@@H]2[C@H]1C(=O)[O-] |o1:11,15,16| rel-(1R,5R,6R)-[1,3-dioxoisoindol-2-yl 2-oxabicyclo[3.1.0]-hexane-6-carboxylate]